(1R,2R,5R)-5-((2-(tert-butylamino)-5-(prop-1-yn-1-yl)pyrimidin-4-yl)amino)-2-methylcyclohexan-1-ol C(C)(C)(C)NC1=NC=C(C(=N1)N[C@@H]1CC[C@H]([C@@H](C1)O)C)C#CC